CN1[C@@H]([C@H](CC1=O)C(=O)NCCCCCCNS(=O)(=O)C1CCN(CC1)C(=O)OC(C)(C)C)C=1C=NC=CC1 tert-Butyl 4-(N-(6-((2S,3S)-1-methyl-5-oxo-2-(pyridin-3-yl)pyrrolidine-3-carboxamido)hexyl)sulfamoyl)piperidine-1-carboxylate